O-ethyl carbonisothiocyanatidate C(OCC)(=O)N=C=S